(R,Z)-tert-butyl (1-(2-(3-(3-(3,5-bis(trifluoromethyl)phenyl)-1H-1,2,4-triazol-1-yl)acryloyl)hydrazinyl)-3-methyl-1-oxobutan-2-yl)carbamate FC(C=1C=C(C=C(C1)C(F)(F)F)C1=NN(C=N1)\C=C/C(=O)NNC([C@@H](C(C)C)NC(OC(C)(C)C)=O)=O)(F)F